6-(4-(4-(aminomethyl)-1-oxo-1,2-dihydrophthalazin-6-yl)-1-methyl-1H-pyrazol-5-yl)-2-chloro-3-methoxybenzonitrile NCC1=NNC(C2=CC=C(C=C12)C=1C=NN(C1C1=CC=C(C(=C1C#N)Cl)OC)C)=O